1-(3-chloro-6,7,8,9-tetrahydropyrido[3,2-b]indolizin-7-yl)-2-oxopiperidin ClC1=CC=2C=C3CC(CCN3C2N=C1)N1C(CCCC1)=O